COC1=NC(=NC(=C1)OC)CN1CCC(CC1)C=1C=C2C(=C(NC2=CC1)C1=CC(=NC=C1F)C)C(C)C 5-(1-((4,6-dimethoxypyrimidin-2-yl)methyl)piperidin-4-yl)-2-(5-fluoro-2-methylpyridin-4-yl)-3-isopropyl-1H-indole